C1(CC1)CN1N=CC(=C1)C1(CC(C=2C=NC=3N(C21)N=C(C3)F)C(=O)OC)C methyl 8-(1-(cyclopropylmethyl)-1H-pyrazol-4-yl)-2-fluoro-8-methyl-7,8-dihydro-6H-cyclopenta[e]pyrazolo[1,5-a]pyrimidine-6-carboxylate